CN(C1=CC=C(C=C1)/C=C/C=C/C=O)C (2E,4E)-5-[4-(Dimethylamino)phenyl]-2,4-pentadienal